ClC=1C=C(C=CC1OC1=CC(=NC=C1)NC(=O)C1CCCC1)NC(OC(C)(C)C)=O tert-Butyl N-[3-chloro-4-[[2-(cyclopentanecarbonylamino)-4-pyridyl]oxy]phenyl]carbamate